4-ethylbenzene-1,3-diol C(C)C1=C(C=C(C=C1)O)O